ethyl 8-(difluoromethyl)-2-{[(2S)-1,4-dioxan-2-yl]methyl}-4,5-dihydro-2H-furo[2,3-g]indazole-7-carboxylate Ethyl-8-(difluoromethyl)-4,5-dihydro-1H-furo[2,3-g]indazole-7-carboxylate C(C)OC(=O)C1=C(C2=C(CCC=3C=NNC23)O1)C(F)F.FC(C1=C(OC=2CCC3=CN(N=C3C21)C[C@@H]2OCCOC2)C(=O)OCC)F